(1S,4S)-5-(2-chloroethyl)-2-oxa-5-azabicyclo[2.2.1]heptane ClCCN1[C@@H]2CO[C@H](C1)C2